The molecule is conjugate base of quercitrin arising from selective deprotonation of the 7-hydroxy group; major species at pH 7.3. It is a conjugate base of a quercitrin. C[C@H]1[C@@H]([C@H]([C@H]([C@@H](O1)OC2=C(OC3=CC(=CC(=C3C2=O)O)O)C4=CC(=C(C=C4)[O-])O)O)O)O